ClC=1C=C(CNCCCCOCCOC2=NC3=C(C4=CN=CC=C24)C=CC(=C3)C(=O)O)C=C(C1Cl)OC(F)(F)F 5-(2-(4-((3,4-dichloro-5-(trifluoromethoxy)benzyl)amino)butoxy)ethoxy)benzo[c][2,6]naphthyridine-8-carboxylic acid